1-(4-(4-(tert-butyl)benzyl)piperazin-1-yl)-6-chloroisoquinoline hydrochloride Cl.C(C)(C)(C)C1=CC=C(CN2CCN(CC2)C2=NC=CC3=CC(=CC=C23)Cl)C=C1